tolyl-aluminum chloride C1(=C(C=CC=C1)[Al](Cl)Cl)C